triphenylpropargyl alcohol C1(=CC=CC=C1)C#CC(C1=CC=CC=C1)(C1=CC=CC=C1)O